OC1(CC(C1)C(=O)N1CC2(C1)CC(C2)CC2=CC(=CC=C2)OC)C ((1s,3s)-3-Hydroxy-3-methylcyclobutyl)(6-(3-methoxybenzyl)-2-azaspiro[3.3]heptan-2-yl)methanon